[Ni].C(CCCCC)P(CCCCCC)CCCCCC.C(CCCCC)P(CCCCCC)CCCCCC bis(tri-n-hexylphosphine) nickel (0)